FCC1(CC1)NC(CN1CCOCC1)=O N-(1-(fluoromethyl)cyclopropyl)-2-morpholinoacetamide